ClC1=C(C=C(C(=O)N(C)[C@H]2C=3C4=C(C(NC3CNC2)=O)C=C(C=C4)F)C=C1F)F (S)-4-chloro-3,5-difluoro-N-(8-fluoro-6-oxo-1,2,3,4,5,6-hexahydrobenzo[c][1,7]naphthyridin-1-yl)-N-methylbenzamide